(S)-N-((5-cyanopyrimidin-2-yl)methyl)-4-(5-(5-fluoro-2-methoxypyridin-4-yl)-1H-pyrazole-3-carbonyl)-4-azaspiro[2.5]octane-7-carboxamide C(#N)C=1C=NC(=NC1)CNC(=O)[C@H]1CCN(C2(CC2)C1)C(=O)C1=NNC(=C1)C1=CC(=NC=C1F)OC